methylsulfonylphenol CS(=O)(=O)C1=CC=CC=C1O